P(=O)(O)(O)C(C(=O)OCCCCCOC(C=C)=O)C acryloyloxyamyl phosphonopropionate